C(C)(C)ONC(C(C)(C1=CC=CC=C1)C1=CC=CC=C1)=O N-isopropoxy-2,2-diphenylpropionamide